N-(4-amino-2-tetrahydropyran-2-yl-pyrazolo[4,3-c]pyridin-7-yl)-2-oxo-2-[rac-(2S,5R)-4-cyclopropyl-5-methyl-2-phenyl-piperazin-1-yl]acetamide NC1=NC=C(C=2C1=CN(N2)C2OCCCC2)NC(C(N2[C@H](CN([C@@H](C2)C)C2CC2)C2=CC=CC=C2)=O)=O |r|